CN1C(=CC2=CC(=CC=C12)CN)C (1,2-dimethyl-1H-indol-5-yl)methanamine